C(=O)(O)C1=C(C(=O)O)C=CC(=C1)C(=O)O carboxyl-terephthalic acid